(R)-3-(3,3-difluorobutyl)-5-(4-fluorophenyl)-8-hydroxy-2-methyl-2,3,4,5-tetrahydrobenzo[f][1,2,5]thiadiazepine-7-carbaldehyde 1,1-dioxide FC(CC[C@H]1N(S(C2=C(N(C1)C1=CC=C(C=C1)F)C=C(C(=C2)O)C=O)(=O)=O)C)(C)F